NCC1(CCN(CC1)C=1N=CC(=NC1)SC=1C(=C2C(N(C(=NC2=CC1)C)CC=1C=C(C=CC1)S(=O)(=O)F)=O)Cl)C 3-((6-((5-(4-(aminomethyl)-4-methylpiperidin-1-yl)pyrazin-2-yl)thio)-5-chloro-2-methyl-4-oxoquinazolin-3(4H)-yl)methyl)benzenesulfonyl fluoride